FC(C(=O)O)(F)F.N=1C(C=C2C=CC=CC12)=O indol-2-one trifluoroacetate